FC([C@H](N)C(=O)O)(C)C 3-Fluorovaline